O1N=C(C2=C1C=CC=C2)NC(OC2=CC=CC=C2)=O Phenyl benzo[d]isoxazol-3-ylcarbamate